cis-3-hydroxymethyl-2,2-dimethylcyclopropanecarboxylic acid OC[C@H]1C([C@H]1C(=O)O)(C)C